FC1=C(C(=CC=C1)C)C1CC(C1)CC(=O)OCC ethyl 2-(3-(2-fluoro-6-methylphenyl)cyclobutyl)acetate